1,3-bis(3-aminopropyl)-1,3-diphenyl-1,3-dimethyldisiloxane NCCC[Si](O[Si](C)(C1=CC=CC=C1)CCCN)(C)C1=CC=CC=C1